benzyl ((R)-2-(2-naphthamido)-3-((2S,4S)-2-((1-(2-amino-2-oxoacetyl)cyclohexyl)carbamoyl)-4-(5-(2-hydroxypropan-2-yl)-1H-1,2,3-triazol-1-yl)pyrrolidin-1-yl)-3-oxopropyl)carbamate C1=C(C=CC2=CC=CC=C12)C(=O)N[C@H](CNC(OCC1=CC=CC=C1)=O)C(=O)N1[C@@H](C[C@@H](C1)N1N=NC=C1C(C)(C)O)C(NC1(CCCCC1)C(C(=O)N)=O)=O